N-(4-fluorophenyl)-4-(6-methoxy-1,2,3,4-tetrahydroquinoline-1-carbonyl)benzenesulfonamide FC1=CC=C(C=C1)NS(=O)(=O)C1=CC=C(C=C1)C(=O)N1CCCC2=CC(=CC=C12)OC